C(CCC)OC(=O)C=1C=C(C=CC1)B(O)O 3-BUTOXYCARBONYLPHENYLBORONIC ACID